C(C)(C)(C)OC(=O)N1[C@@H](C[C@H](C1)F)C(NC1=NC(=CC=C1C)Cl)=O (2s,4r)-2-((6-chloro-3-methylpyridin-2-yl)carbamoyl)-4-fluoropyrrolidine-1-carboxylic acid tert-butyl ester